C(C1=CC=CC=C1)OC(=O)NCCC(CC(=O)OC)=O methyl 5-(benzyloxycarbonylamino)-3-oxopentanoate